2-amino-1-(1,1-dioxido-2,3-dihydro-4H-benzo[b][1,4]thiazin-4-yl)ethan-1-one NCC(=O)N1C2=C(S(CC1)(=O)=O)C=CC=C2